ClC1=C(C=C2C=C(N=CC2=C1)NC(=O)[C@H]1[C@H]([C@H]1C1=NC=CC=C1)CC)C1CCN(CC1)[C@]1(COC[C@H]1O)C (1S,2S,3R)-N-(7-chloro-6-(1-((3S,4S)-4-hydroxy-3-methyltetrahydrofuran-3-yl)piperidin-4-yl)isoquinolin-3-yl)-2-ethyl-3-(pyridin-2-yl)cyclopropane-1-carboxamide